gamma-(N-methyl)aminopropyltriethoxysilane CNCCC[Si](OCC)(OCC)OCC